CN([C@H](C)C1=C(C=CC(=N1)NC=1C=CC(=C2CN(C(C12)=O)C(=O)OC(C)(C)C)C1=CN=C2N1C=CC(=C2)F)C2CCOCC2)C tert-butyl (R)-7-((6-(1-(dimethylamino)ethyl)-5-(tetrahydro-2H-pyran-4-yl)pyridin-2-yl)amino)-4-(7-fluoroimidazo[1,2-a]pyridin-3-yl)-1-oxoisoindoline-2-carboxylate